O=C1N2C(=NN1)CCC2C2=CC=C(C=O)C=C2 4-(3-oxo-2,5,6,7-tetrahydro-3H-pyrrolo[2,1-c][1,2,4]triazol-5-yl)benzaldehyde